3-methyl-piperidine-3-carboxylic acid ((R)-1-pyridin-2-yl-ethyl)-amide N1=C(C=CC=C1)[C@@H](C)NC(=O)C1(CNCCC1)C